tert-butyl 4-[6-[(4R,9aR)-4-methyl-2-(1-methyl-2-oxo-1,8-naphthyridin-4-yl)-3,4,6,7,9,9a-hexahydro-1H-pyrazino[1,2-a]pyrazin-8-yl]-5-methyl-3-pyridyl]piperazine-1-carboxylate C[C@@H]1CN(C[C@H]2N1CCN(C2)C2=C(C=C(C=N2)N2CCN(CC2)C(=O)OC(C)(C)C)C)C2=CC(N(C1=NC=CC=C21)C)=O